ClC=1N=C(C2=CN=C(C(=C2C1C)F)C1=CC(=CC2=CC=C(C(=C12)C#C[Si](C(C)C)(C(C)C)C(C)C)F)OCOC)N1CC2CCC(C1)N2C(=O)OC(C)(C)C tert-butyl 3-[3-chloro-5-fluoro-6-[7-fluoro-3-(methoxymethoxy)-8-(2-triisopropylsilylethynyl)-1-naphthyl]-4-methyl-2,7-naphthyridin-1-yl]-3,8-diazabicyclo[3.2.1]octane-8-carboxylate